N-(7-(hydroxyamino)-7-oxoheptyl)-2-((6-chloro-2,3-dihydrobenzofuran-3-yl)amino)pyrimidine-5-carboxamide ONC(CCCCCCNC(=O)C=1C=NC(=NC1)NC1COC2=C1C=CC(=C2)Cl)=O